FC(C(F)(F)F)(F)OCC ethyl perfluoroethyl ether